O(C1=CC=CC=C1)C1=CC=C(C=C1)NC(=O)NC(CN1N=C(N=N1)C1=CC=CC=C1)=O N-((4-phenoxyphenyl)carbamoyl)-2-(5-phenyl-2H-tetrazol-2-yl)acetamide